ClC1=NC=CC=2C3=C(C(N(C12)C)C)N(N=N3)C(F)F 6-chloro-3-(difluoromethyl)-4,5-dimethyl-4,5-dihydro-3H-[1,2,3]triazolo[4,5-c][1,7]naphthyridine